N1(CCCC2=CC=CC=C12)C(=O)ON=CC1=C(C=CC=C1)C 2-methylbenzaldehyde O-(1,2,3,4-tetrahydroquinoline-1-carbonyl) oxime